ethyl 4-(2-((4-((S)-2-(4-chloro-2-fluorophenyl)-2-methylbenzo[d][1,3]dioxol-4-yl)piperidin-1-yl)methyl)-4-methyl-1-(((S)-oxetan-2-yl)methyl)-1H-imidazol-5-yl)oxazole-2-carboxylate ClC1=CC(=C(C=C1)[C@@]1(OC2=C(O1)C=CC=C2C2CCN(CC2)CC=2N(C(=C(N2)C)C=2N=C(OC2)C(=O)OCC)C[C@H]2OCC2)C)F